tert-butyl (R)-(1-(2-(1-(cyclopropylmethyl)-6-hydroxy-1H-pyrrolo[2,3-b]pyridin-2-yl)-5-methoxy-3-methylimidazo[1,2-a]pyridine-7-carbonyl)piperidin-3-yl)carbamate C1(CC1)CN1C(=CC=2C1=NC(=CC2)O)C=2N=C1N(C(=CC(=C1)C(=O)N1C[C@@H](CCC1)NC(OC(C)(C)C)=O)OC)C2C